5-acetylthiophene-3-sulfonyl chloride C(C)(=O)C1=CC(=CS1)S(=O)(=O)Cl